N1C[C@H](CC1)NC1=CC=C(C=N1)NC1=NC2=C(C=CC=C2C=N1)C1=NC=CC(=C1)NC(C=C)=O (S)-N-(2-(2-((6-(pyrrolidin-3-ylamino)pyridin-3-yl)amino)quinazolin-8-yl)pyridin-4-yl)acrylamide